(Z)-N-(3-(2-chlorophenyl)-4-(hydroxymethyl)thiazol-2(3H)-ylidene)-1H-pyrrolo[2,3-b]pyridine-3-carboxamide ClC1=C(C=CC=C1)N1/C(/SC=C1CO)=N/C(=O)C1=CNC2=NC=CC=C21